O-methyl piperazine-1-carbothioate N1(CCNCC1)C(OC)=S